N1CC(C1)CN1[C@H]2CN([C@@H](C1)C2)C=2C=C1C(N(C(C1=CC2F)=O)C2C(NC(CC2)=O)=O)=O 5-((1R,4R)-5-(azetidin-3-ylmethyl)-2,5-diazabicyclo[2.2.1]heptan-2-yl)-2-(2,6-dioxopiperidin-3-yl)-6-fluoroisoindoline-1,3-dione